N-(2-(3-methoxy-3-methylbutyl)-6-morpholino-1-oxoisoindolin-5-yl)pyrazolo[1,5-a]pyrimidine-3-carboxamide COC(CCN1C(C2=CC(=C(C=C2C1)NC(=O)C=1C=NN2C1N=CC=C2)N2CCOCC2)=O)(C)C